NC(C[C@H](C(=O)OCC1=CC=CC=C1)NC(CCCCCCC)=O)=O benzyl (2R)-4-amino-2-(octanoylamino)-4-oxo-butanoate